The molecule is an aromatic ketone in which the two substituents on the carbonyl C atom are phenyl and ethyl. It has a role as a fragrance. CCC(=O)C1=CC=CC=C1